2-((2-(2,6-dioxopiperidin-3-yl)-1,3-dioxoisoindolin-4-yl)oxy)-N-(2-(6-methyl-2-((4-(2-phenylacetamido)phenyl)amino)pyrimidin-4-yl)-5,8,11,14,17-pentaoxa-2-azanonadecan-19-yl)acetamide O=C1NC(CCC1N1C(C2=CC=CC(=C2C1=O)OCC(=O)NCCOCCOCCOCCOCCOCCN(C)C1=NC(=NC(=C1)C)NC1=CC=C(C=C1)NC(CC1=CC=CC=C1)=O)=O)=O